C(C1=CC=CC=C1)OC(=O)N1C[C@@H]([C@H](CC1)O)NC(CCl)=O |r| Racemic-(3S,4S)-3-(2-chloroacetamido)-4-hydroxypiperidine-1-carboxylic acid benzyl ester